2,3-difluoro-2,3-butylene carbonate C1(OC(C)(C(C)(F)O1)F)=O